ethyl (Z)-3-((3-butyl-2-fluoro-7-(methylthio)-1,1-dioxido-5-phenyl-2,3,4,5-tetrahydrobenzo[b][1,4]thiazepin-8-yl)oxy)-2-fluoroacrylate C(CCC)C1CN(C2=C(S(C1F)(=O)=O)C=C(C(=C2)SC)O\C=C(\C(=O)OCC)/F)C2=CC=CC=C2